C(OC(C)C1=CC=C(C=C1)Cl)(OC1=CC=C(C=C1)[N+](=O)[O-])=O 1-(4-chlorophenyl)ethyl (4-nitrophenyl) carbonate